C(#N)C1=C(C=CC=C1)C1=CC(OC2=CC(=CC=C12)O[C@@H](C(=O)N1C[C@H](CCC1)C(=O)O)C)=O (3S)-1-[(2R)-2-[4-(2-cyanophenyl)-2-oxo-chromen-7-yl]oxypropanoyl]piperidine-3-carboxylic acid